FC(C)(F)C1=NC(=CC(=N1)NC1=CC(=NC=C1OCC=1C=NOC1)NC(C)=O)C N-(4-((2-(1,1-difluoroethyl)-6-methylpyrimidin-4-yl)amino)-5-(isoxazol-4-ylmethoxy)pyridin-2-yl)acetamide